O=C1NC(CC[C@@H]1C=1C=CC(=NC1)N1CCC(CC1)C=O)=O (R)-1-(5-(2,6-dioxopiperidin-3-yl)pyridin-2-yl)piperidine-4-carbaldehyde